(1R,4R)-4-(4-(6-Methyl-3-(7-(pyridin-2-yl)-1,8-naphthyridin-4-yl)imidazo[1,2-b]pyridazin-7-yl)-1H-pyrazol-1-yl)cyclohexan-1-ol CC=1C(=CC=2N(N1)C(=CN2)C2=CC=NC1=NC(=CC=C21)C2=NC=CC=C2)C=2C=NN(C2)C2CCC(CC2)O